FC1=C(C=CC(=C1)N1CCN(CC1)C)C=1C2=C(NN1)CN(C2)C#N 3-(2-fluoro-4-(4-methylpiperazin-1-yl)phenyl)-4,6-dihydropyrrolo[3,4-c]pyrazole-5(1H)-carbonitrile